methyl 6-methylpyrazolo[1,5-a]pyridine-2-carboxylate CC=1C=CC=2N(C1)N=C(C2)C(=O)OC